N1N=NC2=C1C=CC(=C2)S(=O)(=O)N 1H-benzo[d][1,2,3]triazole-5-sulfonamide